(S)-6-(1-(1-ethyl-1H-1,2,3-triazol-4-yl)ethoxy)-7-methoxy-4-(1-methyl-3-phenyl-1H-pyrazol-4-yl)pyrido[3,2-d]pyrimidine C(C)N1N=NC(=C1)[C@H](C)OC=1C(=CC=2N=CN=C(C2N1)C=1C(=NN(C1)C)C1=CC=CC=C1)OC